C(C)(C)(C)OC(=O)N[C@H](C(=O)O)CCCN1C(=NC2=C1C=CC=C2)[N+](=O)[O-] (2S)-2-{[(tert-butoxy)carbonyl]amino}-5-(2-nitro-1H-1,3-benzodiazol-1-yl)pentanoic acid